tert-butyl 4-(4-amino-2-fluorophenyl)piperidine-1-carboxylate NC1=CC(=C(C=C1)C1CCN(CC1)C(=O)OC(C)(C)C)F